BrC1=NN2C(N(C(=C(C2=O)N2CCN(CC2)C(=O)C2=NC=NC(=C2O)C)CC)CC(=O)NC2=CC=C(C=C2)C(F)(F)F)=N1 2-(2-bromo-5-ethyl-6-(4-(5-hydroxy-6-methylpyrimidine-4-carbonyl)piperazin-1-yl)-7-oxo-[1,2,4]triazolo[1,5-a]pyrimidin-4(7H)-yl)-N-(4-(trifluoromethyl)phenyl)acetamide